C(C)N(C(=O)C1=C(C(=O)O)C(=CC=C1F)F)CC N,N-diethyl-3,6-difluoro-o-carbamoylbenzoic acid